tert-butyl (3-carbamothioylbicyclo[1.1.1]pent-1-yl)carbamate C(N)(=S)C12CC(C1)(C2)NC(OC(C)(C)C)=O